4-cyclopropyl-3-(3,3-difluoropyrrolidin-1-yl)benzoic acid methyl ester COC(C1=CC(=C(C=C1)C1CC1)N1CC(CC1)(F)F)=O